N-(6-(benzylthio)-5-methylpyridin-2-yl)acetamide C(C1=CC=CC=C1)SC1=C(C=CC(=N1)NC(C)=O)C